FC(C)(F)C1=NC=CC(=N1)NC1=C(C=NC(=C1)NC(C)=O)C1=NC=C(C=C1)F N-(4'-((2-(1,1-difluoroethyl)pyrimidin-4-yl)amino)-5-fluoro-[2,3'-bipyridin]-6'-yl)acetamide